COC(N[C@H](C(=O)NC=1C(N(C=CC1)CC=1NC2=C(C=C(C=C2C1)F)OCC1=C(C=C(C=C1)F)F)=O)CC\C=C\C(=O)N(C)C)=O (S,E)-Methyl-(1-((1-((7-((2,4-difluorobenzyl)oxy)-5-fluoro-1H-indol-2-yl)methyl)-2-oxo-1,2-dihydropyridin-3-yl)amino)-7-(dimethylamino)-1,7-dioxohept-5-en-2-yl)carbamat